OCCNCC(=O)O N-2-hydroxyethyl-glycine